N-(5-fluoro-2-(2,7-diazaspiro[4.5]dec-2-yl)pyrimidin-4-yl)-1H-indazol-5-amine FC=1C(=NC(=NC1)N1CC2(CC1)CNCCC2)NC=2C=C1C=NNC1=CC2